9-bromo-6,7-dichloro-2-(2-methoxyethyl)-3,4-dihydropyrazino[1,2-a]indol-1-one BrC=1C=2C=C3N(C2C(=C(C1)Cl)Cl)CCN(C3=O)CCOC